1H-pyrrolo[2,3-b]Pyridine-6-amine N1C=CC=2C1=NC(=CC2)N